Cl.N[C@@H](CC(=O)OCC)C=1C=C(C=C(C1F)C)C1=C(C=CC=C1C)CC=1C=C(C=CC1)C(C(=O)O)=O [3-({3'-[(1S)-1-amino-3-ethoxy-3-oxopropyl]-4'-fluoro-5',6-dimethyl-[1,1'-biphenyl]-2-yl}methyl)phenyl](oxo)acetic acid hydrochloride